BrC1=C(N=C2N(C1=O)C=CS2)N[C@H]2CN(C[C@H](C2)C2=CC=C(C=C2)OCCN2CCC(CC2)NC)C 6-bromo-7-[[(3R,5R)-1-methyl-5-[4-[2-[4-(methylamino)-1-piperidyl]ethoxy]phenyl]-3-piperidyl]amino]thiazolo[3,2-a]pyrimidin-5-one